N-[4-(3-chlorophenoxy)-3-sulfamoylphenyl]-2-[2-(difluoromethoxy)phenyl]acetamide ClC=1C=C(OC2=C(C=C(C=C2)NC(CC2=C(C=CC=C2)OC(F)F)=O)S(N)(=O)=O)C=CC1